(4-oxoquinazoline-3(4H)-yl)-N'-(4-fluorophenyl)acethydrazide O=C1N(C=NC2=CC=CC=C12)CC(=O)NNC1=CC=C(C=C1)F